C1(=CC=CC=C1)CNC(=O)C(C(=O)OCC)C(=O)OCC Diethyl ([(phenylmethyl)amino]carbonyl)propanedioate